tert-butyl (tert-butoxycarbonyl)((E)-6-((2S,3R)-2-(2-methylprop-1-en-1-yl)-4-oxo-3-((triisopropylsilyl)oxy)azetidin-1-yl)-6-oxohex-4-en-1-yl)carbamate C(C)(C)(C)OC(=O)N(C(OC(C)(C)C)=O)CCC\C=C\C(=O)N1[C@H]([C@H](C1=O)O[Si](C(C)C)(C(C)C)C(C)C)C=C(C)C